N1(CCC1)C1=CC=C2C(=N1)OC(C=C2C2=C(C=CC=C2)C)=O 7-(azetidin-1-yl)-4-(o-tolyl)pyrano[2,3-b]pyridin-2-one